1-docosanoyl-2-(7Z,10Z,13Z,16Z-docosatetraenoyl)-glycero-3-phospho-(1'-sn-glycerol) CCCCCCCCCCCCCCCCCCCCCC(=O)OC[C@H](COP(=O)(O)OC[C@H](CO)O)OC(=O)CCCCC/C=C\C/C=C\C/C=C\C/C=C\CCCCC